(E)-2-methyl-3-(naphthalen-2-yl)acrylic acid C/C(/C(=O)O)=C\C1=CC2=CC=CC=C2C=C1